O=C1NC(CCC1N1C(C2=CC=C(C=C2C1=O)N1CCN(CC1)CC1CCN(CC1)C1=NC=C(C=N1)C(=O)N)=O)=O 2-(4-((4-(2-(2,6-dioxopiperidin-3-yl)-1,3-dioxoisoindolin-5-yl)piperazin-1-yl)methyl)piperidin-1-yl)pyrimidine-5-carboxamide